CCCCCCCCCCCCN(CCCCCCCCCCCC)CCCNC(=O)C1=CC(=CC(=C1)C(=O)NCCCN(CCCCCCCCCCCC)CCCCCCCCCCCC)C(=O)NCCCN(CCCCCCCCCCCC)CCCCCCCCCCCC N1,N3,N5-tris(3-(didodecylamino)propyl)benzene-1,3,5-tricarboxamide